OC=1C(=CC(=C2C=CC=NC12)[N+](=O)[O-])C(NC(C)=O)C1=CC=C(C=C1)OC N-[(8-hydroxy-5-nitroquinolin-7-yl)(4-methoxyphenyl)methyl]acetamide